[I-].S1C(=NC2=C1C=CC=C2)C2=CC=[N+](C=C2)C 4-(benzo[d]thiazol-2-yl)-1-methylpyridin-1-ium iodide